1-(4-(4-(1-methoxy-2-methylpropan-2-yl)phenyl)-2-methylbut-3-yn-2-yl)-3-(3-methylquinuclidin-3-yl)urea COCC(C)(C)C1=CC=C(C=C1)C#CC(C)(C)NC(=O)NC1(CN2CCC1CC2)C